C(C)OC1=C(C=CC(=N1)C=1C=C(C=CC1)C=1CB(OC1)O)OC 4-(3-(6-ethoxy-5-methoxypyridin-2-yl)phenyl)-1,2-oxaborol-2-ol